CCCCC/C=C\C/C=C\CCCCCCCCCCCC(=O)OC[C@H](COP(=O)(O)OC[C@H](CO)O)OC(=O)CC/C=C\C/C=C\C/C=C\C/C=C\C/C=C\C/C=C\CC 1-(13Z,16Z-docosadienoyl)-2-(4Z,7Z,10Z,13Z,16Z,19Z-docosahexaenoyl)-glycero-3-phospho-(1'-sn-glycerol)